S1C(=NC2=C1C=CC=C2)NC2=C(C(=C(N=N2)NC=2SC=C(N2)C(=O)O)C)CC ({6-[(1,3-benzothiazol-2-yl)amino]-5-ethyl-4-methylpyridazin-3-yl}amino)-1,3-thiazole-4-carboxylic acid